(3aS,5S,6aR)-5-(2,4-difluorophenoxy)-2-((S)-2-hydroxy-2-(1H-indazol-5-yl)ethyl)hexahydrocyclopenta[c]pyrrol-3a(1H)-ol FC1=C(O[C@@H]2C[C@@]3([C@@H](CN(C3)C[C@H](C=3C=C4C=NNC4=CC3)O)C2)O)C=CC(=C1)F